C(OC1CC(C1)C(NC1=NC=NC(=C1)NC1=C(N=NC(=C1)C1=C(C=CC(=C1)Cl)F)C)=O)(OC1CCN(CC1)C)=O 3-[(6-{[6-(5-chloro-2-fluorophenyl)-3-methylpyridazin-4-yl]amino}pyrimidin-4-yl)carbamoyl]cyclobutyl 1-methylpiperidin-4-yl carbonate